C(C)(C)(C)OC(=O)N1CCCC2=CC=C(N=C12)CCCCNCCCF 7-(4-((3-fluoropropyl)amino)butyl)-3,4-dihydro-1,8-naphthyridine-1(2H)-carboxylic acid tert-butyl ester